4a,5-dimethyl-3a,4,4a,5,6,7,9,9a-octahydronaphtho[2,3-b]furan CC12CC3C(OC=C3)CC2=CCCC1C